N-ethoxyl-piperazine O(CC)N1CCNCC1